F[C@H]1C[C@@H](N(C1)C1CN(CC1)C(=O)OC(C)(C)C)C(=O)OCC1=CC=CC=C1 2-benzyl 1'-(tert-butyl) (2R,4S)-4-fluoro-[1,3'-bipyrrolidine]-1',2-Diformate